BrC1=CC=C(O[C@H]2CN(CC2)C(=O)OC(C)(C)C)C=C1 tert-butyl (3R)-3-(4-bromophenoxy)pyrrolidine-1-carboxylate